(E)-N-(3-chloro-4-fluorophenyl)-4-cyano-5-(((dimethylamino)methylene)amino)-1-(3-methoxy-2,6-dimethylphenyl)-1H-imidazole-2-carboxamide ClC=1C=C(C=CC1F)NC(=O)C=1N(C(=C(N1)C#N)/N=C/N(C)C)C1=C(C(=CC=C1C)OC)C